(2S)-1-[4-(adamantan-1-yl)phenoxy]-3-(4-methylpiperidin-1-yl)propan-2-ol C12(CC3CC(CC(C1)C3)C2)C2=CC=C(OC[C@H](CN3CCC(CC3)C)O)C=C2